2-Phenoxy-N-(3-(1-(trifluoromethyl)cyclopropyl)propyl)-1H-imidazole-1-carboxamide O(C1=CC=CC=C1)C=1N(C=CN1)C(=O)NCCCC1(CC1)C(F)(F)F